1,4,6,7-tetrahydropyrano[4,3-c]pyrazole-6-carboxamide N1N=CC2=C1CC(OC2)C(=O)N